5-(4-(chloromethyl)pyridin-2-yl)-2-(2,6-dioxopiperidin-3-yl)isoindoline-1,3-dione ClCC1=CC(=NC=C1)C=1C=C2C(N(C(C2=CC1)=O)C1C(NC(CC1)=O)=O)=O